[Na].BrC=1C=C(C=C(C1OC1=NNC(C2=CC=CC=C12)O)Br)N1N=C(C(NC1=O)=O)C#N 2-(3,5-dibromo-4-((4-oxyl-3,4-dihydrophthalazin-1-yl)oxyl)phenyl)-3,5-dioxo-2,3,4,5-tetrahydro-1,2,4-triazine-6-nitrile sodium salt